BrC1=CC=C(C=C1)NS(=O)(=O)C1=CC(=CC=C1)C(=O)N1CCC2=CC=CC=C12 N-(4-bromophenyl)-3-(indoline-1-carbonyl)benzenesulfonamide